C(C)SC=1C=C(C=CC1C1=NC2=C(C(N(C(=C2)C(F)(F)F)OC)=O)N1C)C(C#N)(C)C 2-[3-ethylsulfanyl-4-[5-methoxy-3-methyl-4-oxo-6-(trifluoromethyl)imidazo[4,5-c]pyridin-2-yl]phenyl]-2-methyl-propanenitrile